(trans)-Ethyl 2-methyl-3-thioxooctahydroimidazo[1,5-a]pyrazine-8-carboxylate CN1C(N2[C@@H]([C@@H](NCC2)C(=O)OCC)C1)=S